Methyl (S)-2-(5-(3-ethylmorpholino)-2-nitrophenyl)acetate C(C)[C@H]1COCCN1C=1C=CC(=C(C1)CC(=O)OC)[N+](=O)[O-]